ClC=1C=CC=C2C(C=C(OC12)C1=C(OCCN2C(N[C@H](C2=O)C)=O)C=C(C=C1)C(F)(F)F)=O (5S)-3-[2-[2-(8-chloro-4-oxo-chromen-2-yl)-5-(trifluoromethyl)phenoxy]ethyl]-5-methyl-imidazolidine-2,4-dione